(7aS,9R,11aR)-9-hydroxy-6-(methoxymethoxy)-8,8,11a-trimethyl-3-phenyl-7a,8,9,10,11,11a-hexahydro-1H,7H-pyrano[2,3-c]xanthen-1-one O[C@@H]1CC[C@]2(OC=3C4=C(C=C(C3C[C@H]2C1(C)C)OCOC)OC(=CC4=O)C4=CC=CC=C4)C